NC1(CCC2=C1C=NC(=C2)C(F)(F)F)C(=O)O 7-amino-3-(trifluoromethyl)-6,7-dihydro-5H-cyclopenta[c]pyridine-7-carboxylic acid